N-(4-(5-methoxy-1H-benzo[d][1,2,3]triazol-1-yl)phenethyl)sulfamide hydrochloride Cl.COC1=CC2=C(N(N=N2)C2=CC=C(CCNS(=O)(=O)N)C=C2)C=C1